NC1=C(C=C(C(=O)N2CCC3(C[C@H]3C#CC3=C4CN(C(C4=CC=C3)=O)C3C(NC(CC3)=O)=O)CC2)C=C1)OC 3-(4-{2-[(1R)-6-(4-amino-3-methoxybenzoyl)-6-azaspiro[2.5]octan-1-yl]ethynyl}-1-oxo-3H-isoindol-2-yl)piperidine-2,6-dione